ClC1=C(C=C2C(C(=CN(C2=C1)C1CC1)C(=O)NN1CCN(CC1)C[C@H](COC1=CC(=C(C=C1)Cl)F)O)=O)F (R)-7-chloro-N-(4-(3-(4-chloro-3-fluorophenoxy)-2-hydroxypropyl)piperazin-1-yl)-1-cyclopropyl-6-fluoro-4-oxo-1,4-dihydroquinoline-3-carboxamide